1-Bromo-4-ethyl-2-fluorobenzene BrC1=C(C=C(C=C1)CC)F